The molecule is an acridinium ion resulting from the protonation of the ring nitrogen of 9-aminoacridine. The major species at pH 7.3. It is a conjugate acid of a 9-aminoacridine. C1=CC=C2C(=C1)C(=C3C=CC=CC3=[NH+]2)N